FC(C1=CC=C(C=C1)CCCC=1C=C2C(=CNC2=CC1)NC(C(C)C)=O)(F)F N-(5-(3-(4-(trifluoromethyl)phenyl)propyl)-1H-indol-3-yl)isobutyramide